C(C)NC(CO)(CC)NCC 2,2-diethylamino-1-butanol